3-((S)-7,7-difluorooct-1-en-4-yl)-1-ethylurea FC(CC[C@@H](CC=C)NC(NCC)=O)(C)F